NC1=C2C(N(C(C2=CC=C1)=O)[C@H]1C(NC(CC1)=O)=O)=O |r| (RS)-4-amino-2-(2,6-dioxopiperidin-3-yl)isoindole-1,3-dione